FC1(CC(C1)(C)CN1N=C(C(=C1C(=O)OC)C(F)F)C1(CC1)F)F methyl 1-((3,3-difluoro-1-methylcyclobutyl)methyl)-4-(difluoromethyl)-3-(1-fluorocyclopropyl)-1H-pyrazole-5-carboxylate